tetraphosphorus pentasulfide P12P3SP(S1)SP(S2)S3